Butynyl-amine C(#CCC)N